3-(4,6-difluoro-5-(1-(3-(methylsulfonyl)propyl)piperidin-4-yl)-1-oxoisoindolin-2-yl)piperidine-2,6-dione FC1=C2CN(C(C2=CC(=C1C1CCN(CC1)CCCS(=O)(=O)C)F)=O)C1C(NC(CC1)=O)=O